CC1=NN(C(=C1)C)C1=CC(=C(OC[C@@H]2CC[C@H](CC2)C(=O)N2OCC[C@H]2C=2C=C(C#N)C=C(C2)F)C=C1)F trans-3-((S)-2-(4-((4-(3,5-dimethyl-1H-pyrazol-1-yl)-2-fluorophenoxy)methyl)cyclohexane-1-carbonyl)isoxazolidin-3-yl)-5-fluorobenzonitrile